NC1=NC=CC(=N1)C=1C2=C(C(=NC1)NCC=1C=C(C(=O)NC3CCC4(CN(C4)CCOC)CC3)C=CC1)CCO2 3-(((7-(2-aminopyrimidin-4-yl)-2,3-dihydrofuro[3,2-c]pyridin-4-yl)amino)methyl)-N-(2-(2-methoxyethyl)-2-azaspiro[3.5]nonan-7-yl)benzamide